O(C1=CC=CC=C1)C1=CC=C(C=C1)C=1N=C2N(NCCC2C2CN(C2)C(\C=C\C(F)(F)F)=O)C1C(=O)N (E)-2-(4-phenoxyphenyl)-8-(1-(4,4,4-trifluorobut-2-enoyl)azetidin-3-yl)-5,6,7,8-tetrahydroimidazo[1,2-b]pyridazine-3-carboxamide